(4R,5S)-N,N-BIS(4-METHOXYBENZYL)-5-METHYL-7-OCTENE-4-SULFONAMIDE COC1=CC=C(CN(S(=O)(=O)[C@H](CCC)[C@H](CC=C)C)CC2=CC=C(C=C2)OC)C=C1